N-(1H-indol-3-yl)-6-(1-methyl-1H-pyrrol-3-yl)-3,4-dihydroisoquinoline-2(1H)-carboxamide N1C=C(C2=CC=CC=C12)NC(=O)N1CC2=CC=C(C=C2CC1)C1=CN(C=C1)C